4-bromobutyltrimethylammonium chloride [Cl-].BrCCCC[N+](C)(C)C